((tert-butyldimethylsilyloxy)methyl)-5-(methylsulfonyl)benzoic acid [Si](C)(C)(C(C)(C)C)OCC1=C(C(=O)O)C=C(C=C1)S(=O)(=O)C